bromobromide BrBr